ethyl 2-(2-(3-fluorobenzoyl)hydrazinyl)-2-oxoacetate FC=1C=C(C(=O)NNC(C(=O)OCC)=O)C=CC1